FC=1C=C(C=C(C1)F)N1C(CCC1)=O (3,5-difluorophenyl)pyrrolidin-2-one